5'-Fluoro-4-methyl-N-(pyridin-2-yl)-[3,4'-bipyridine]-2'-carboxamide FC=1C(=CC(=NC1)C(=O)NC1=NC=CC=C1)C=1C=NC=CC1C